hydroxypiperidine-3-carboxamide ON1CC(CCC1)C(=O)N